2-{2-Chloro-3-[(4S)-2-imino-4-methyl-6-oxo-1-(tetrahydropyran-4-yl)hexahydropyrimidin-4-yl]anilino}-5-(trifluoromethyl)benzonitrile ClC1=C(NC2=C(C#N)C=C(C=C2)C(F)(F)F)C=CC=C1[C@]1(NC(N(C(C1)=O)C1CCOCC1)=N)C